(1r,2r)-2-aminocyclopentan-1-ol hydrochloride Cl.N[C@H]1[C@@H](CCC1)O